[N+](#[C-])C1=C(CCC1)C#N 2-isocyano-cyclopent-1-ene-1-carbonitrile